C1=CC=C(C=C1)C(C2=CC=CC=C2)(C3=CC=CC=C3)SCC(C(=O)O)N S-tritylcysteine